COC1=C(C=C2C=NN(C(C2=C1)=O)C)B(O)O 7-methoxy-2-methyl-1-oxophthalazin-6-ylboronic acid